N1C=C(C2=CC=CC=C12)NC(=O)NC1=CC=C(C=C1)CCCSC(F)(F)F 1-(1H-indol-3-yl)-3-(4-(3-((trifluoromethyl)thio)propyl)phenyl)urea